C1(=CC=CC=C1)C([C@@H]([C@@H]1C(=C(C(=O)O1)O)[O-])O)(O)C1=CC=CC=C1 diphenyl-ascorbate